2-dimethylaminoethyl chloride hydrochloride Cl.CN(CCCl)C